(S)-1-(5-((2,6-difluorophenyl)thio)pyrazin-2-yl)-4'H,6'H-spiro[piperidine-4,5'-pyrrolo[1,2-b]pyrazol]-4'-amine FC1=C(C(=CC=C1)F)SC=1N=CC(=NC1)N1CCC2([C@@H](C=3N(N=CC3)C2)N)CC1